(2S)-2-[4-bromo-2-(1,1-difluoropropyl)phenoxy]propionic acid BrC1=CC(=C(O[C@H](C(=O)O)C)C=C1)C(CC)(F)F